4-(((R)-5,5-dimethyltetrahydrofuran-3-yl)amino)pyrido[3,4-d]pyridazin CC1(C[C@H](CO1)NC=1N=NC=C2C1C=NC=C2)C